N-(3-chloro-2-methylphenyl)-6-{[(2-chloro-4-methylphenyl)carbonyl]amino}-2-(methoxymethyl)-1H-benzimidazole-4-carboxamide ClC=1C(=C(C=CC1)NC(=O)C1=CC(=CC=2NC(=NC21)COC)NC(=O)C2=C(C=C(C=C2)C)Cl)C